5-(trifluoromethyl)thieno[3,2-b]pyridin-7-ol FC(C1=CC(=C2C(=N1)C=CS2)O)(F)F